COC1=C2OCCC2=C(C2=C1OCC2)CCN 2-(8-methoxy-2,3,5,6-tetrahydrobenzo[1,2-b:5,4-b']difuran-4-yl)ethan-1-amine